COC(C1=C(C=CC=C1)C=1SC(=NN1)C12CCC(CC1)(CC2)I)=O (5-(4-iodobicyclo[2.2.2]oct-1-yl)-1,3,4-thiadiazol-2-yl)benzoic acid methyl ester